2-amino-3-(1-ethyl-3-(trifluoromethyl)-1H-pyrazol-4-yl)-5-vinylbenzoic acid NC1=C(C(=O)O)C=C(C=C1C=1C(=NN(C1)CC)C(F)(F)F)C=C